tert-butyl (2-(2-(2-(2-(2,5-dioxo-2,5-dihydro-1H-pyrrol-1-yl)ethoxy)ethoxy)ethoxy)ethyl)carbamate O=C1N(C(C=C1)=O)CCOCCOCCOCCNC(OC(C)(C)C)=O